IC1=CC=C(CC2C(OC(C(O2)=O)C)=O)C=C1 3-(4-iodobenzyl)-6-methyl-1,4-dioxane-2,5-dione